2-methyl-8-(2-oxooxazolidin-5-yl)imidazo[1,2-a]pyridine-6-carboxylic acid CC=1N=C2N(C=C(C=C2C2CNC(O2)=O)C(=O)O)C1